CCC#CCC(CC#CCC)O undeca-3,8-diyn-6-ol